CC1=CC=CC(=N1)N1N=C(C=C1C1=CC=NC2=CC=CC=C12)CC(=O)NC1=CC=C(C=C1)S(=O)(=O)C 1-(6-methylpyridin-2-yl)-N-(4-(methylsulfonyl)phenyl)-5-(quinolin-4-yl)-1H-pyrazole-3-carboxyamide